BrC=1C=C(C=CC1)N1C(N=C(C2=CC=C(C=C12)F)N(C)C)=O 1-(3-bromophenyl)-4-(dimethylamino)-7-fluoroquinazolin-2(1H)-one